ethyl 3-(4-(3-bromo-2-methylphenoxy)phenyl)propanoate BrC=1C(=C(OC2=CC=C(C=C2)CCC(=O)OCC)C=CC1)C